C1(CCCCC1)CCCC(=O)O.C(C)(=O)OCCC1CCCCC1 2-cyclohexylethyl acetate (Cyclohexyl Ethyl Acetate)